C(=O)C=1C=C(OC[C@H](C(=O)OC(C)(C)C)O)C=CC1[N+](=O)[O-] tert-butyl (R)-3-(3-formyl-4-nitrophenoxy)-2-hydroxypropanoate